NC1=C2C(=NC=N1)N(N=C2C2=CC(=C(C=C2)CC(=O)NC=2C=C(C(=O)NCCN(C)C)C=C(C2)C(F)(F)F)F)C(C)C 3-(2-(4-(4-amino-1-isopropyl-1H-pyrazolo[3,4-d]pyrimidin-3-yl)-2-fluorophenyl)acetylamino)-N-(2-(dimethylamino)ethyl)-5-(trifluoromethyl)benzamide